ClC1=C(C(=O)N(CCOCCN2CCNCC2)C)C=CC(=C1)NC=1C=2N(C=CN1)C(=CN2)C2=CC=C(C=C2)OC(F)F 2-chloro-4-[[3-[4-(difluoromethoxy)phenyl]imidazo[1,2-a]pyrazin-8-yl]amino]-N-methyl-N-[2-(2-piperazin-1-yl-ethoxy)ethyl]benzamide